6-bromo-2,3-dichloropyridine BrC1=CC=C(C(=N1)Cl)Cl